FC1=CC(=C(C=C1C1=NN=C(N1)C=1C=NC=CC1)NC(=O)C=1C=NN2C1C=CC=C2)C N-[4-Fluoro-2-methyl-5-(5-pyridin-3-yl-4H-1,2,4-triazol-3-yl)phenyl]pyrazolo[1,5-a]pyridine-3-carboxamide